2-chlorophenyl (3S)-3-{[4-(aminomethyl)-3-chlorobenzyl]carbamoyl}-4-(3-cyclohexyl-D-alanyl)piperazine-1-carboxylate NCC1=C(C=C(CNC(=O)[C@@H]2CN(CCN2C([C@H](N)CC2CCCCC2)=O)C(=O)OC2=C(C=CC=C2)Cl)C=C1)Cl